(6-methyl-3-pyridinyl)amine CC1=CC=C(C=N1)N